C(C1=CC=CC=C1)#[N+][O-] benzonitrile oxide